methyl 3-(((S)-1-(7,8-dichloro-4-((R)-3-hydroxypyrrolidin-1-yl)quinolin-2-yl)pyrrolidin-2-yl)methoxy)propanoate ClC1=CC=C2C(=CC(=NC2=C1Cl)N1[C@@H](CCC1)COCCC(=O)OC)N1C[C@@H](CC1)O